O5-benzyl O1-tert-butyl (3aR,7aS)-3,3a,4,6,7,7a-hexahydro-2H-pyrrolo[3,2-c]pyridine-1,5-dicarboxylate N1(CC[C@@H]2CN(CC[C@@H]21)C(=O)OCC2=CC=CC=C2)C(=O)OC(C)(C)C